OC1=CC(OC(=C1C)C)=O 4-hydroxy-5,6-dimethylpyran-2-one